10-(2,4-difluorophenyl)-9-methyl-7-((S)-2-methylpiperazin-1-yl)-2,3-dihydro-5H-[1,4]thiazino[2,3,4-ij]quinazolin-5-one FC1=C(C=CC(=C1)F)C1=C(C=C2C(=NC(N3C2=C1SCC3)=O)N3[C@H](CNCC3)C)C